N-isobutylundecane-1,11-diamine C(C(C)C)NCCCCCCCCCCCN